3-phenylisobenzofuran-1(3H)-one C1(=CC=CC=C1)C1OC(C2=CC=CC=C12)=O